(S)-3-hydroxy-1-methyl-3-(1-(6-(2-((1-methyl-1H-pyrazol-4-yl)amino)pyrimidin-4-yl)pyridin-2-yl)-1H-pyrazol-4-yl)pyrrolidin-2-one O[C@]1(C(N(CC1)C)=O)C=1C=NN(C1)C1=NC(=CC=C1)C1=NC(=NC=C1)NC=1C=NN(C1)C